5-((1S)-1-(6-chloro-1,1-dioxido-3-oxo-3,4-dihydro-2H-benzo[e][1,2]thiazin-2-yl)-2-(6-fluoro-2,3-dimethylphenyl)propyl)-1,3,4-oxadiazol-2(3H)-one ClC=1C=CC2=C(CC(N(S2(=O)=O)[C@@H](C(C)C2=C(C(=CC=C2F)C)C)C2=NNC(O2)=O)=O)C1